N-[8-amino-7-fluoro-6-(8-methyl-2-oxo-1H-pyrido[2,3-b][1,4]oxazin-7-yl)-3-isoquinolyl]carbamate hydrochloride Cl.NC=1C(=C(C=C2C=C(N=CC12)NC(O)=O)C1=C(C2=C(OCC(N2)=O)N=C1)C)F